FC(C=1C=C(C=NC1)NC(C1=CC=CC=C1)=O)(F)F N-(5-(trifluoromethyl)pyridin-3-yl)benzamide